C(CCC)C1=CC=C(CC2=NOC(=N2)CC(C(=O)OCCCC)=C)C=C1 butyl 2-((3-(4-butylbenzyl)-1,2,4-oxadiazol-5-yl)methyl)acrylate